(biphenylyl)(diphenylaminophenyl)[(phenylcarbazolyl)phenyl]amine C1(=C(C=CC=C1)N(C1=C(C=CC=C1)C1=C(C=CC=2C3=CC=CC=C3NC12)C1=CC=CC=C1)C1=C(C=CC=C1)N(C1=CC=CC=C1)C1=CC=CC=C1)C1=CC=CC=C1